C(CC(C)C)NC(=O)N1C=NC(=C1)C=1C=NC=CC1 N-iso-Pentyl-4-(pyridin-3-yl)-1H-imidazole-1-carboxamide